P-chlorophenoxybutyric acid CCC(C(=O)O)OC1=CC=C(C=C1)Cl